8-(2-hydroxy-2-methylcyclopentyl)-2-(methylthio)pyrido[2,3-d]pyrimidin-7(8H)-one OC1(C(CCC1)N1C(C=CC2=C1N=C(N=C2)SC)=O)C